FC(C=1C=C(C=C(C1)C(F)(F)F)[B-](C1=CC(=CC(=C1)C(F)(F)F)C(F)(F)F)(C1=CC(=CC(=C1)C(F)(F)F)C(F)(F)F)C1=CC(=CC(=C1)C(F)(F)F)C(F)(F)F)(F)F.C1(=CC=CC=C1)P(C1=CC=CC=C1)C1=CC=CC=C1 triphenylphosphine tetrakis(3,5-bis(trifluoromethyl)phenyl)borate